N-[1-([8-carbamoyl-6-chloropyrido[3,2-d]pyrimidin-4-yl]amino)propan-2-yl]carbamic acid tert-butyl ester C(C)(C)(C)OC(NC(CNC=1C2=C(N=CN1)C(=CC(=N2)Cl)C(N)=O)C)=O